BrC1=NC(=CC(=C1)Br)C(F)F 2,4-dibromo-6-(difluoromethyl)pyridine